3-(5-((2-(trimethylsilyl)ethoxy)methyl)-5H-pyrrolo[2,3-b]pyrazin-2-yl)cyclopent-2-en-1-one C[Si](CCOCN1C=CC=2C1=NC=C(N2)C2=CC(CC2)=O)(C)C